IC1=CC=2N(C=C1C)N=C(N2)C 7-iodo-2,6-dimethyl-[1,2,4]triazolo[1,5-a]pyridine